4-[(2,6-dimethoxy-4-(1,4,5-trimethyl-6-oxo-1,6-dihydropyridin-3-yl)phenyl)methyl]piperazine-1-carboxylic acid COC1=C(C(=CC(=C1)C1=CN(C(C(=C1C)C)=O)C)OC)CN1CCN(CC1)C(=O)O